(2R,3S)-3-((2-(3-(difluoromethoxy)-6-methylquinolin-8-yl)-5-fluorobenzo[d]thiazol-6-yl) oxy)butan-2-yl (2-methylpyrimidin-5-yl)carbamate CC1=NC=C(C=N1)NC(O[C@H](C)[C@H](C)OC1=CC2=C(N=C(S2)C=2C=C(C=C3C=C(C=NC23)OC(F)F)C)C=C1F)=O